ClC=1N=C2C(=NC1)NC=C2C2=NC(=C(C(=N2)NC2C(C1CCC2CC1)C(=O)OC)F)C=1C=NN(C1)C (+/-)-trans-methyl 3-((2-(2-chloro-5H-pyrrolo[2,3-b]pyrazin-7-yl)-5-fluoro-6-(1-methyl-1H-pyrazol-4-yl)pyrimidin-4-yl)amino)bicyclo[2.2.2]octane-2-carboxylate